N-(5-(6-(3-bromo-5-(trifluoromethyl)pyridin-2-yl)-1-oxo-3,4-dihydroisoquinolin-2(1H)-yl)-2-hydroxyphenyl)methanesulfonamide BrC=1C(=NC=C(C1)C(F)(F)F)C=1C=C2CCN(C(C2=CC1)=O)C=1C=CC(=C(C1)NS(=O)(=O)C)O